C(C)(C)(C)OC(=O)C1N(CC(C1)O)C([C@H](C(C)C)C1=CC(=NO1)N1CCC(CC1)C(OC)OC)=O 1-[(2R)-2-[3-[4-(dimethoxymethyl)-1-piperidinyl]isoxazol-5-yl]-3-methyl-butyryl]-4-hydroxy-pyrrolidine-2-carboxylic acid tert-butyl ester